(E)-3-(3-Bromo-4-hydroxyphenyl)-1-(2,4-difluorophenyl)prop-2-en-1-one BrC=1C=C(C=CC1O)/C=C/C(=O)C1=C(C=C(C=C1)F)F